7-Hydroxy-4-phenyl-10-thia-2,4-diazatricyclo[7.3.0.03,7]dodeca-1(9),2,11-triene-8-one OC12CCN(C1=NC=1C=CSC1C2=O)C2=CC=CC=C2